OC(CNC(O[C@@H]1CC[C@H](CC1)C(N(C1=NC=CC(=C1)C=1C=NN(C1)C(F)(F)F)C[C@@H]1CC[C@H](CC1)C1=CC(=C(C=C1)OC)C)=O)=O)(C)C trans-4-((((trans)-4-(4-Methoxy-3-methylphenyl)cyclohexyl)methyl)(4-(1-(trifluoromethyl)-1H-pyrazol-4-yl)pyridin-2-yl)carbamoyl)cyclohexyl (2-hydroxy-2-methylpropyl)carbamate